N-{(5R)-8-chloro-1-[trans-4-(pyridin-2-yloxy)cyclohexyl]-5,6-dihydro-4H-[1,2,4]triazolo[4,3-a][1]benzazepin-5-yl}-3-methyloxetan-3-carboxamide ClC=1C=CC2=C(C[C@H](CC=3N2C(=NN3)[C@@H]3CC[C@H](CC3)OC3=NC=CC=C3)NC(=O)C3(COC3)C)C1